4-(4-(6-(((1r,2r,3s,5s)-2-fluoro-1,5-dimethyl-9-azabicyclo[3.3.1]non-3-yl)oxy)pyridazin-3-yl)-3-hydroxyphenyl)-1-methylpyridin-2(1H)-one F[C@@H]1[C@]2(CCC[C@@](C[C@@H]1OC1=CC=C(N=N1)C1=C(C=C(C=C1)C1=CC(N(C=C1)C)=O)O)(N2)C)C